dimethyl 4-oxopyrrolidine-1,3-dicarboxylate O=C1C(CN(C1)C(=O)OC)C(=O)OC